N-((5-fluoro-6-(oxazol-4-ylmethoxy)-1H-indol-2-yl)methyl)azetidine-1-carboxamide FC=1C=C2C=C(NC2=CC1OCC=1N=COC1)CNC(=O)N1CCC1